1,3-dimethoxy-5-propoxy-2-(prop-1-en-2-yl)benzene COC1=C(C(=CC(=C1)OCCC)OC)C(=C)C